(benzyloxy)-4-formyl-1,3-phenylenebis(4-toluenesulfonate) C(C1=CC=CC=C1)OC1=C(C=CC(=C1CC1=CC=C(C=C1)S(=O)(=O)[O-])C=O)CC1=CC=C(C=C1)S(=O)(=O)[O-]